[Si](C)(C)(C(C)(C)C)O[C@H]1C[C@@H](O[C@]1(C#C)CO[Si](C)(C)C(C)(C)C)N1C=CC2=C1N=C(N=C2NC(OCC2=CC=CC=C2)=O)Cl benzyl (7-((2R,4S,5R)-4-((tert-butyldimethylsilyl)oxy)-5-(((tert-butyldimethylsilyl)oxy)methyl)-5-ethynyltetrahydrofuran-2-yl)-2-chloro-7H-pyrrolo[2,3-d]pyrimidin-4-yl)carbamate